C(#N)N1[C@H]([C@H](CC1)C(=O)NC=1SC(=CN1)C1CCOCC1)C (2S,3S)-1-cyano-2-methyl-N-(5-(tetrahydro-2H-pyran-4-yl)thiazol-2-yl)pyrrolidine-3-carboxamide